C(C)C12C3=C(C(CC1)(C2)OC(C)=O)C(=O)NC3=O ethyl-acetoxy-exo-norbornene-2,3-dicarboximide